6-((3,3-difluoro-1-methylpiperidin-4-yl)oxy)-N-(3-ethynyl-2-fluorophenyl)-7-methoxyquinazoline-4-amine FC1(CN(CCC1OC=1C=C2C(=NC=NC2=CC1OC)NC1=C(C(=CC=C1)C#C)F)C)F